O=C1NC(CCC1C1=NN(C2=CC(=CC=C12)N1CCN(CC1)[C@@H](C)C1CCN(CC1)C(=O)OC(C)(C)C)C)=O tert-butyl 4-((1S)-1-(4-(3-(2,6-dioxopiperidin-3-yl)-1-methyl-1H-indazol-6-yl)piperazin-1-yl)ethyl)piperidine-1-carboxylate